C(=O)O.FC1=CC(=CC2=C1N=C(O2)C)C=2C=C1C(NC(=NC1=CC2)C2CCNCC2)=O 6-(4-fluoro-2-methyl-1,3-benzoxazole-6-yl)-2-(piperidin-4-yl)quinazoline-4(3H)-one formic acid salt